[Cl-].O1C=NC=C1COC(=O)NC1=CC=C(C=C1)[C@@H]1C[NH2+]CCC1 (3R)-3-(4-{[(1,3-oxazol-5-ylmethoxy)carbonyl]amino}phenyl)piperidin-1-ium chloride